CC1=CC(=C(C=C1)NC2=C(C=CC=C2Cl)F)CC(=O)O The molecule is an amino acid that is phenylacetic acid which is substituted at position 2 by the nitrogen of 2-chloro-6-fluoroaniline and at position 5 by a methyl group. A highly selective cyclooxygenase 2 inhibitor, it was briefly used for the treatment of osteoarthritis, but was withdrawn due to concersns of hepatotoxicity. It has a role as a cyclooxygenase 2 inhibitor and a non-steroidal anti-inflammatory drug. It is an organofluorine compound, an organochlorine compound, an amino acid, a secondary amino compound and a monocarboxylic acid.